CC1=C(C(=O)O)C=C(C(=C1OC)NCC=1C=NN(C1)CC)[N+](=O)[O-].CN1CCN(CC1)CCNC([C@H](N)C)=O N-[2-(4-methylpiperazin-1-yl)ethyl]-D-alaninamide methyl-4-[(1-ethylpyrazol-4-yl)methylamino]-3-methoxy-5-nitro-benzoate